CC1=C(C=CC=C1N1CCOCC1)C(=O)N1CC=2C(CC1)=C(N(N2)C)C2=CC=CC=C2 (2-methyl-3-morpholinophenyl)(2-methyl-3-phenyl-2,4,5,7-tetrahydro-6H-pyrazolo[3,4-c]pyridin-6-yl)methanone